FC(N1C(=NC2=C1C=CC=C2)N2CCC(CC2)OC=2C1=C(N=CN2)C(=CS1)C1=CC(=CC=C1)F)F 4-((1-(1-(difluoromethyl)-1H-benzo[d]imidazol-2-yl)piperidin-4-yl)oxy)-7-(3-fluorophenyl)thieno[3,2-d]pyrimidine